NC1=CC=CC2=CC=C(C=C12)B(O)O 1-AMINONAPHTHALENE-7-BORONIC ACID